3-(6-((3-((4'-chloro-5,5-dimethyl-3,4,5,6-tetrahydro-[1,1'-biphenyl]-2-yl)methyl)-3,8-diazabicyclo[3.2.1]octan-8-yl)methyl)-1-oxoisoindolin-2-yl)piperidine-2,6-dione ClC1=CC=C(C=C1)C1=C(CCC(C1)(C)C)CN1CC2CCC(C1)N2CC2=CC=C1CN(C(C1=C2)=O)C2C(NC(CC2)=O)=O